(S)-1-(3'-(5-(3-aminopyrrolidin-1-yl)pyridin-3-yl)-3,5'-dichloro-2'-hydroxy-[1,1'-biphenyl]-4-yl)-3-methyl-1H-imidazol-2(3H)-one N[C@@H]1CN(CC1)C=1C=C(C=NC1)C=1C(=C(C=C(C1)Cl)C1=CC(=C(C=C1)N1C(N(C=C1)C)=O)Cl)O